4-iodo-1-methylpyrazole IC=1C=NN(C1)C